5-(1-(cyclohex-2-en-1-yloxy)ethyl)-N-((4,6-dimethyl-2-oxo-1,2-dihydropyridin-3-yl)methyl)-6-methyl-indolizine-7-carboxamide C1(C=CCCC1)OC(C)C=1N2C=CC=C2C=C(C1C)C(=O)NCC=1C(NC(=CC1C)C)=O